FC1=CC=C(OCCC[Sn](C)(C)C)C=C1 3-(4-fluorophenoxy)propyl-trimethyltin